C(C)(C)(C)[SiH](N)C(C)(C)C di-tert-butyl-aminosilane